(3S,5S)-7-[2-(4-fluorophenyl)-5-isopropyl-3-phenyl-4-(phenylcarbamoyl)-1H-pyrrol-1-yl]-3,5-dihydroxyheptanoic acid calcium [Ca].FC1=CC=C(C=C1)C=1N(C(=C(C1C1=CC=CC=C1)C(NC1=CC=CC=C1)=O)C(C)C)CC[C@@H](C[C@@H](CC(=O)O)O)O